5-[(3R)-5',6'-dihydrospiro[pyrrolidine-3,4'-pyrrolo[1,2-b]pyrazol]-2'-yl]-3-[(1R)-1-phenylethoxy]pyridin-2-amine N=1N2C(=CC1C=1C=C(C(=NC1)N)O[C@H](C)C1=CC=CC=C1)[C@]1(CC2)CNCC1